C(C)(C)(C)OC(=O)N1CCC2(CC1)CC=1C=NN(C1C=C2)C(C)C.ClC2=C(C(=O)NC1=NNC(=C1)C)C(=CC=C2)C 2-chloro-6-methyl-N-(5-methyl-1H-pyrazol-3-yl)benzamide tert-Butyl-1-isopropyl-1,4-dihydrospiro[Indazole-5,4'-piperidine]-1'-carboxylate